C(C=1C(O)=CC=CC1)=NCC(C)N=CC=1C(O)=CC=CC1 N,N'-bis-salicylidene-1,2-propylenediamine